FC([C@H]1[C@H](C1)C(=O)NC=1N=CC2=C(N=CC(=C2C1)C1=NN2C(C=CC(=C2)N2C[C@@H](OCC2)C)=N1)NC([2H])([2H])[2H])F (1S,2R)-2-(difluoromethyl)-N-(8-((methyl-d3)amino)-5-(6-((S)-2-methylmorpholino)-[1,2,4]triazolo[1,5-a]pyridin-2-yl)-2,7-naphthyridin-3-yl)cyclopropane-1-carboxamide